O1C(=NC2=C1C=CC=C2)NC=2OC1=C(N2)C=C(C=C1)CC(=O)NC 2-(2-(benzo[d]oxazol-2-ylamino)benzo[d]oxazol-5-yl)-N-methylacetamide